NC1=NC=C(C=N1)C(=O)NC1=NC=2C(=C(C=CC2C=2N1CCCN2)OCCCN2CCNCC2)OC 2-amino-N-(8-methoxy-9-(3-(piperazin-1-yl)propoxy)-3,4-dihydro-2H-pyrimido[1,2-c]quinazolin-6-yl)pyrimidine-5-carboxamide